2-methoxyl-styrene O(C)C1=C(C=C)C=CC=C1